FC(C1=CC=C(C=C1)C=1N=CSC1)(F)F 4-(4-trifluoromethylphenyl)thiazole